9-(1-((6-chloro-2-vinylpyridin-3-yl)(4-methoxybenzyl)amino)ethyl)-N,N,4,7-tetramethyl-5-oxo-4,5-dihydroimidazo[1,5-a]quinazoline-3-carboxamide ClC1=CC=C(C(=N1)C=C)N(C(C)C=1C=C(C=C2C(N(C=3N(C12)C=NC3C(=O)N(C)C)C)=O)C)CC3=CC=C(C=C3)OC